CN1C=2C=CC=CC2CC2=CC=CC=C12 N-methyl-acridine